COC(=O)C=1C=CC2=C(N(C(=N2)CC2=C(C=C(C(=C2)F)C2=NC(=CC=C2)OCC2=C(C=C(C=C2)C#N)F)F)CCOC(C)(C)C)C1.ClCC=1C=C(C=C(C1O)CCl)CCCCCCC (3,5-dichloromethyl-4-hydroxyphenyl)heptane methyl-1-(2-(tert-butoxy)ethyl)-2-(4-(6-((4-cyano-2-fluorobenzyl)oxy)pyridin-2-yl)-2,5-difluorobenzyl)-1H-benzo[d]imidazole-6-carboxylate